1-fluoro-10H-indolo[1,2-a]indol-10-one FC1=C2C=C3N(C2=CC=C1)C=1C=CC=CC1C3=O